Methyl 2,2-dideutero-6-nitro-1,3-benzodiazole-5-carboxylate [2H]C1(N=C2C(=N1)C=C(C(=C2)C(=O)OC)[N+](=O)[O-])[2H]